2-[(2S)-4-[2-[[(2S)-1-methylpyrrolidin-2-yl]methoxy]-5,6-dihydrobenzo[h]quinazolin-4-yl]-1-prop-2-enoyl-piperazin-2-yl]acetonitrile CN1[C@@H](CCC1)COC1=NC=2C3=C(CCC2C(=N1)N1C[C@@H](N(CC1)C(C=C)=O)CC#N)C=CC=C3